C(C)(C)(C)OC(=O)O[C@@H]1C([C@H](N(C1)C(=O)OC(C)(C)C)CC1=CC=C(C=C1)OC)OC(CCOC)=O tert-butyl (2R,4S)-4-[(tert-butoxycarbonyl)oxy]-2-[(4-methoxyphenyl)methyl]-3-[(3-methoxypropanoyl)oxy]pyrrolidine-1-carboxylate